C(C)OC1CC(CC(C1)C)(C)C 3-ethoxy-1,1,5-trimethylcyclohexane